2-bromo-1-cyclopropyloxy-4-fluorobenzene BrC1=C(C=CC(=C1)F)OC1CC1